C(=O)(O)C=1C=C2C(C(=[N+](C2=CC1)CC)\C=C/1\C(C(=C1[O-])\C=C\1/N(C2=CC=C(C=C2C1(C)C)C(=O)O)CC)=O)(C)C (E)-4-((5-carboxy-1-ethyl-3,3-dimethyl-3H-indol-1-ium-2-yl)methylene)-2-(((Z)-5-carboxy-1-ethyl-3,3-dimethylindolin-2-ylidene)methyl)-3-oxocyclobut-1-en-1-olate